C(CCCCCCCCCCCCCCC(=O)N)CCCCCCCCCCCCCC(=O)N ethylenebis(myristamide)